phenyl 3-[(2R)-2-cyano-2-methyl-pyrrolidine-1-carbonyl]-8-methoxy-1-(2,2,2-trifluoroethyl)-5,6-dihydropyrrolo[2,1-a]isoquinoline-9-carboxylate C(#N)[C@@]1(N(CCC1)C(=O)C1=CC(=C2N1CCC1=CC(=C(C=C21)C(=O)OC2=CC=CC=C2)OC)CC(F)(F)F)C